1-(1-methylsulfonylazetidin-3-yl)-7-(trifluoromethyl)benzimidazol-5-ol CS(=O)(=O)N1CC(C1)N1C=NC2=C1C(=CC(=C2)O)C(F)(F)F